carboxyformate C(=O)(O)C(=O)[O-]